(5Z)-2-[(4-hydroxyphenyl)amino]-5-(1H-indol-3-ylmethylene)-1,3-thiazol-4(5H)-one OC1=CC=C(C=C1)NC=1S\C(\C(N1)=O)=C/C1=CNC2=CC=CC=C12